2-(2-chloro-4-methoxyphenyl)-4,4,5,5-tetramethyl-1,3,2-dioxaborolane ClC1=C(C=CC(=C1)OC)B1OC(C(O1)(C)C)(C)C